FC(N1N=CC=C1C(=O)N1[C@H](C2=C(CC1)NC=N2)C2=NN1C(C=C(C=C1)F)=C2)F (R)-(1-(difluoromethyl)-1H-pyrazol-5-yl)(4-(5-fluoropyrazolo[1,5-a]pyridin-2-yl)-6,7-dihydro-1H-imidazo[4,5-c]pyridin-5(4H)-yl)methanone